NC=1N=CC(=NC1OC(C)C1=C(C(=CC=C1Cl)F)Cl)C1=CC=C(C(=O)NC[C@@H](CN2CCCC2)O)C=C1 4-{5-amino-6-[1-(2,6-dichloro-3-fluoro-phenyl)-ethoxy]-pyrazin-2-yl}-N-((S)-2-hydroxy-3-pyrrolidin-1-yl-propyl)-benzamide